5-[(2,4-dimethoxybenzoyl)amino]benzene Sodium [Na].COC1=C(C(=O)NC=2C=CC=CC2)C=CC(=C1)OC